(3-methyl-1H-indazol-4-yl)boronic acid CC1=NNC2=CC=CC(=C12)B(O)O